N-methyl-4-({4-[({3-[methyl(methylsulfonyl)amino]pyrazin-2-yl}methyl)amino]-5-(trifluoromethyl)pyrimidin-2-yl}amino)benzamide CNC(C1=CC=C(C=C1)NC1=NC=C(C(=N1)NCC1=NC=CN=C1N(S(=O)(=O)C)C)C(F)(F)F)=O